CC1=NC(=C(C=C1C=1OC[C@@H](N1)C(C)C)C=1OC[C@@H](N1)C(C)C)C (4S,4'S)-2,2'-(2,6-dimethylpyridine-3,5-diyl)bis(4-isopropyl-4,5-dihydrooxazole)